C(C)(=O)NC1=C(C=C(C=C1)CCN1C(OCC1=O)C=1C(=NN(C1)C1=CC=C(C=C1)Br)C1=CC=C(C=C1)F)[N+](=O)[O-] 3-(4-acetamido-3-nitrophenylethyl)-2-(3-(4-fluorophenyl)-1-(4-bromophenyl)-1H-pyrazol-4-yl)oxazolidin-4-one